2-chloro-thiophene-2-carboxylic acid ClC1(SC=CC1)C(=O)O